1-(3-((3-aminopyrrolidin-1-yl)sulfonyl)propyl)-3-(4-(2-(4-methoxyphenyl)propan-2-yl)thiazol-2-yl)urea NC1CN(CC1)S(=O)(=O)CCCNC(=O)NC=1SC=C(N1)C(C)(C)C1=CC=C(C=C1)OC